OC1CN(CC1)C(=O)OC1CCC2C3CCC4CCCC4C3CCC2C1 hexadecahydro-1H-cyclopenta[a]phenanthren-3-yl 3-hydroxypyrrolidine-1-carboxylate